NC=1C2=C(N=CN1)N(C=C2C2=CC=C(C=1N2C=CN1)NC(=O)NC1=CC(=C(C=C1)CN1CCN(CC1)C)C(F)(F)F)C1CC1 1-(5-(4-amino-7-cyclopropyl-7H-pyrrolo[2,3-d]pyrimidin-5-yl)imidazo[1,2-a]pyridin-8-yl)-3-(4-((4-methylpiperazin-1-yl)methyl)-3-(trifluoromethyl)phenyl)urea